6-(6-methoxy-5-(2,4-difluorobenzenesulfonamido)pyridin-3-yl)imidazo[1,2-a]pyridine-3-carboxylic acid COC1=C(C=C(C=N1)C=1C=CC=2N(C1)C(=CN2)C(=O)O)NS(=O)(=O)C2=C(C=C(C=C2)F)F